ClC1=C(C=C(C(=N1)OC)NS(=O)(=O)C1=CNC=C1C1=CC(=CC=C1)F)F N-(6-chloro-5-fluoro-2-methoxypyridin-3-yl)-4-(3-fluorophenyl)-1H-pyrrole-3-sulfonamide